C(C)(C)(C)OC(=O)NC1=C(C2=C(S1)C(=CC=C2C2=C(C=C1C(=NC(=NC1=C2F)SC)N2CC1CCC(C2)N1C(=O)[O-])C(F)(F)F)F)C#N 3-(7-(2-((tert-butoxycarbonyl) amino)-3-cyano-7-fluorobenzo[b]thiophen-4-yl)-8-fluoro-2-(methylthio)-6-(trifluoromethyl) quinazolin-4-yl)-3,8-diazabicyclo[3.2.1]octane-8-carboxylate